C(C)OC(CNC(=O)C=1SC(=C(C1F)Cl)C)=O N-[(4-chloro-3-fluoro-5-methyl-2-thienyl)carbonyl]glycine ethyl ester